tert-butyl (S)-3-(4-((4-(2-(2,6-dioxopiperidin-3-yl)-1-oxoisoindolin-5-yl)piperazin-1-yl)methyl)piperidin-1-yl)azetidine-1-carboxylate O=C1NC(CC[C@@H]1N1C(C2=CC=C(C=C2C1)N1CCN(CC1)CC1CCN(CC1)C1CN(C1)C(=O)OC(C)(C)C)=O)=O